N=1C=NN2C1C=C(C=C2)OC2=C(C=C(C=C2)NC2=NC=NC1=CC=3OCC4NCCCN(C3N=C12)C4)C N-(4-([1,2,4]triazolo[1,5-a]pyridin-7-yloxy)-3-methylphenyl)-7,8,9,10,11,12-hexahydro-6,11-methanopyrimido[4',5':5,6]pyrido[3,2-b][1,4,8]oxadiazecin-4-amine